CN(C(C=C)=O)C=1C=CC=2N=CN=C(C2N1)NC1=CC(=C(C=C1)OC1=CC2=C(N(C=N2)C)C=C1)C N-methyl-N-(4-((3-methyl-4-((1-methyl-1H-benzo[d]imidazol-5-yl)oxy)phenyl)amino)pyrido[3,2-d]pyrimidin-6-yl)acrylamide